FC1=C(C=NC=C1)[C@@H]1CNCC1 (R)-4-fluoro-3-(pyrrolidin-3-yl)pyridine